N1C=CC2=CC=C(C=C12)N1C(NC(C(=C1)C)=O)=O 1-(1H-indol-6-yl)-5-methylpyrimidine-2,4(1H,3H)-dione